(R)-2-(4-(1-(4-methyl-4H-1,2,4-triazol-3-yl)propan-2-yl)-6-(1-methylcyclopropyl)pyridin-2-yl)-4-(trifluoromethyl)isoindolin-1-one CN1C(=NN=C1)C[C@@H](C)C1=CC(=NC(=C1)C1(CC1)C)N1C(C2=CC=CC(=C2C1)C(F)(F)F)=O